N1=CC(=CC=C1)CNC(=O)NC1=CC=C(C=C1)S(=O)(=O)N1CC(CC(CC1)C)(C)C 1-(pyridin-3-ylmethyl)-3-[4-(3,3,5-trimethylazepane-1-sulfonyl)phenyl]urea